O=C1NC2=CC=CC=C2C12C1(NC(C2C2=CC=CC=C2)C(=O)N)CCC1 2''-oxo-4'-phenyldispiro[cyclobutane-1,2'-pyrrolidine-3',3''-indoline]-5'-carboxamide